C1=C(C=CC=2C=3C=C4C(=CC3CC12)CCCC4)N 7,8,9,11-tetrahydro-6H-benzo[b]fluoren-2-amine